NC1=NC(=NC=C1)C=1C(=NN(C1OCC(CNC1=C(C=NC(=C1)Cl)C1=NC=C(C=C1)OC1CCN(CC1)C)(C)C)C)C N-(3-((4-(4-aminopyrimidin-2-yl)-1,3-dimethyl-1H-pyrazol-5-yl)oxy)-2,2-dimethylpropyl)-6'-chloro-5-((1-methylpiperidin-4-yl)oxy)-[2,3'-bipyridin]-4'-amine